N1(CC1)CCC(=O)O.N1(CC1)CCC(=O)O.N1(CC1)CCC(=O)O.OCC(CCC)(O)CO bishydroxymethylbutanol-tris[3-(1-aziridinyl) propionate]